N1-(7-{2,6-difluoro-3-[(propylsulfonyl)amino]anilino}-2-quinoxalinyl)-1-cyclopropanecarboxamide FC1=C(NC2=CC=C3N=CC(=NC3=C2)NC(=O)C2CC2)C(=CC=C1NS(=O)(=O)CCC)F